C(C)(C)(C)OC(=O)NCCCN1C2=CC(=CC=C2C=2C=CC(=CC12)C(=O)OC)C(=O)OC dimethyl 9-(3-((tert-butoxycarbonyl) amino) propyl)-9H-carbazole-2,7-dicarboxylate